2-{4-(naphthalen-1-yl)phenyl}-4-(biphenyl-4-yl)-6-{4-(quinolin-3-yl)phenyl}pyrimidine C1(=CC=CC2=CC=CC=C12)C1=CC=C(C=C1)C1=NC(=CC(=N1)C1=CC=C(C=C1)C1=CC=CC=C1)C1=CC=C(C=C1)C=1C=NC2=CC=CC=C2C1